N[C@H]([C@@H](O)C1=CC=CC=C1)C (1S,2S)-2-amino-1-phenyl-1-propanol